N1(CCC1)C1=NC=C(C=N1)CN1N=CC(=C1)NC(=O)C1=NC(=CN=C1[C@@H](C)O)C1=C(C(=CC=C1C(F)F)Cl)F (R)-N-(1-((2-(Azetidin-1-yl)pyrimidin-5-yl)methyl)-1H-pyrazol-4-yl)-6-(3-chloro-6-(difluoromethyl)-2-fluorophenyl)-3-(1-hydroxyethyl)pyrazine-2-carboxamide